manganese(II) tartrate C(=O)([O-])C(O)C(O)C(=O)[O-].[Mn+2]